C(C)C1(OCC(O1)C(CC(=O)C1=CC=CC=C1)C)C 3-(2-ethyl-2-methyl-1,3-dioxolan-4-yl)-1-phenylbutan-1-one